The molecule is a flavonoid oxoanion that is a trianionic form of 3,8'-biflaviolin. It is the major microspecies at pH 7.3 (according to Marvin v 6.2.0.). It is a conjugate base of a 3,8'-biflaviolin 2,2'-diolate. C1=C(C=C(C2=C1C(=O)C(=O)C(=C2[O-])C3=C4C(=C(C=C3O)[O-])C(=CC(=O)C4=O)[O-])O)O